4-((2-isopropyl-1,2,3,4-tetrahydroisoquinolin-7-yl)oxy)-1H-1,2,3-triazole-5-carboxylic acid 2,2,2-trifluoroacetate FC(C(=O)O)(F)F.C(C)(C)N1CC2=CC(=CC=C2CC1)OC=1N=NNC1C(=O)O